C1(CC1)C=1OC2=C(C1)C(=CC=C2OC)C=2C=CC(N(C2)CC2=CC=CC=C2)=O 5-(2-cyclopropyl-7-methoxybenzofuran-4-yl)-1-benzylpyridin-2(1H)-one